1-Chloro-3-(ethoxymethyl)-9,9-dimethyl-6-(piperazin-1-ylmethyl)-9,10-dihydroacridine ClC1=CC(=CC=2NC3=CC(=CC=C3C(C12)(C)C)CN1CCNCC1)COCC